CC1=CC2=C(CCO2)C=C1/C=C/C(=O)OC Methyl (E)-3-(6-methyl-2,3-dihydrobenzofuran-5-yl)acrylate